1-(2-methoxy-3-methylpyridin-4-yl)-5-(trifluoromethyl)-1H-pyrazole-4-carboxylic acid ethyl ester C(C)OC(=O)C=1C=NN(C1C(F)(F)F)C1=C(C(=NC=C1)OC)C